C(C1=CC=CC=C1)N1C(=NC=C1)C=1N(C=C(N1)CO)C1=C(C=CC=C1C(C)C)C(C)C (1'-benzyl-1-(2,6-diisopropylphenyl)-1H,1'H-[2,2'-biimidazol]-4-yl)methanol